CC1=C(N=C2N(C1=O)C=C(C=C2[C@@H](C)NC2=C(C(=O)O)C=CC=C2)C)N2CC1=CC=C(C=C1C2)C (R)-2-((1-(3,7-dimethyl-2-(5-methylisoindolin-2-yl)-4-oxo-4H-pyrido[1,2-a]pyrimidin-9-yl)ethyl)amino)benzoic acid